(2S,4R)-1-[(2S)-3,3-dimethyl-2-[4-[3-[[2-(methylamino)-2-oxo-ethyl]amino]phenyl]triazol-1-yl]butanoyl]-4-hydroxy-N-methyl-pyrrolidine-2-carboxamide CC([C@@H](C(=O)N1[C@@H](C[C@H](C1)O)C(=O)NC)N1N=NC(=C1)C1=CC(=CC=C1)NCC(=O)NC)(C)C